ClC=1N=C(C=2OCC(N(C2N1)C(=O)OC(C)(C)C)CN(C)C)N[C@@H]1CCC=2NC3=CC=CC=C3C2C1 tert-butyl 2-chloro-7-[(dimethylamino)methyl]-4-[[(3R)-2,3,4,9-tetrahydro-1H-carbazol-3-yl]amino]-6,7-dihydropyrimido[5,4-b][1,4]oxazine-8-carboxylate